O[SiH2]O Dihydroxysilane